2,2-dipropylnonanoic acid C(CC)C(C(=O)O)(CCCCCCC)CCC